FC=1C(=C2C(=C(NC2=C(C1)C(=O)N)C)C)C1=C2CCN(CC2=CC=C1)C(C#C)=O 5-fluoro-2,3-dimethyl-4-(2-propioloyl-1,2,3,4-tetrahydroisoquinolin-5-yl)-1H-indole-7-carboxamide